C1=CC(=CC(=C1)N)C(=O)NC2=CC=C(C=C2)N 3-amino-N-(4-aminophenyl)benzamide